Din-Dodecylamin C(CCCCCCCCCCC)NCCCCCCCCCCCC